NC1=NC=CC=C1C1=NC=2C(=NC(=CC2)N2N=CC=C2)N1C=1C=C2CC[C@@H](C2=CC1)NC(CN(C(C=C)=O)C)=O (S)-N-(2-((5-(2-(2-aminopyridin-3-yl)-5-(1H-pyrazol-1-yl)-3H-imidazo[4,5-b]pyridin-3-yl)-2,3-dihydro-1H-inden-1-yl)amino)-2-oxoethyl)-N-methylacrylamide